5-bromo-1-tert-butylpyrazole-4-carboxylic acid ethyl ester C(C)OC(=O)C=1C=NN(C1Br)C(C)(C)C